CC1=C2C(=C(C(=NC2=C(C=C1)C1=C(C(=CC(=C1)F)F)F)C)N)N dimethyl-8-(2,3,5-trifluorophenyl)quinoline-3,4-diamine